tert-butyl 4-((E)-3-(3-methylpyridin-2-yl)-3-oxoprop-1-enyl)phenylcarbamate CC=1C(=NC=CC1)C(/C=C/C1=CC=C(C=C1)NC(OC(C)(C)C)=O)=O